B(O)(O)CCC=1C(=C(C(=O)O)C(=CC1)OC1CN(C1)C([C@H]1NC[C@H](C1)C1=CC=CC=C1)=O)O 3-(2-Boronoethyl)-2-hydroxy-6-({1-[(4R)-4-phenyl-L-prolyl]azetidin-3-yl}oxy)benzoic acid